(E)-2-hydroxy-5-((3-(2-((4-(trifluoromethyl)phenyl)amino)pyrimidin-4-yl)phenyl)diazenyl)benzoic acid OC1=C(C(=O)O)C=C(C=C1)\N=N\C1=CC(=CC=C1)C1=NC(=NC=C1)NC1=CC=C(C=C1)C(F)(F)F